C1(=CC=CC=C1)CS(=O)(=O)NC1=CNC2=CC=C(C=C12)OCCC1=CC=C(C=C1)C(F)(F)F 1-phenyl-N-(5-{2-[4-(trifluoromethyl)phenyl]ethoxy}-1H-indol-3-yl)methanesulfonamide